N-(4-fluorophenethyl)-2-(5-phenylthiophen-2-yl)acetamide FC1=CC=C(CCNC(CC=2SC(=CC2)C2=CC=CC=C2)=O)C=C1